4-amino-2-methylcyclohexanol NC1CC(C(CC1)O)C